S1C(=NC2=C1C=CC=C2)NC2=CC=C(C=C2)NC(=O)NCC2=CC=NC=C2 1-[4-(Benzothiazol-2-ylamino)-phenyl]-3-pyridin-4-ylmethyl-urea